1-(5-((4-(2-methyl-5-phenylthieno[2,3-d]pyrimidin-4-yl)piperidin-1-yl)methyl)-1-oxoisoindolin-2-yl)dihydropyrimidine-2,4(1H,3H)-dione CC=1N=C(C2=C(N1)SC=C2C2=CC=CC=C2)C2CCN(CC2)CC=2C=C1CN(C(C1=CC2)=O)N2C(NC(CC2)=O)=O